(2S,3S,4R,5R)-5-(2-(2-chloro-1-methyl-1H-imidazol-5-yl)-6-(methylamino)-9H-purin-9-yl)-N-ethyl-3,4-dihydroxyltetrahydrofuran-2-carboxamide ClC=1N(C(=CN1)C1=NC(=C2N=CN(C2=N1)[C@H]1[C@@H]([C@@H]([C@H](O1)C(=O)NCC)O)O)NC)C